(1s,4s)-4-(8-(2-chloro-4,5-difluorophenylamino)-2-(tetrahydro-2H-pyran-4-ylamino)-9H-purin-9-yl)cyclohexanecarboxamide ClC1=C(C=C(C(=C1)F)F)NC=1N(C2=NC(=NC=C2N1)NC1CCOCC1)C1CCC(CC1)C(=O)N